[Br-].CN(C(=O)OC=1C=[N+](C=CC1)C)C 3-(Dimethylamino-carbonyloxy)-1-methylpyridinium bromide